N1=C(C=CC=C1)C=1C=NC(=NC1)NC(=O)C1=CN=CO1 N-(5-(pyridin-2-yl)pyrimidin-2-yl)oxazole-5-carboxamide